3-Hydroxycyclobutyl(8-amino-7-fluoro-6-(4-methyl-5,6,7,8-tetrahydro-1,5-naphthyridin-3-yl)isoquinolin-3-yl)carbamate OC1CC(C1)N(C([O-])=O)C=1N=CC2=C(C(=C(C=C2C1)C=1C=NC=2CCCNC2C1C)F)N